Cl.COC(=O)C1=CC(=C(C=C1)C1=CC=C(C=C1)N1C(N(C2=NC=CC=C21)[C@@H]2CNCC2)=O)O (S)-2-hydroxy-4'-(2-oxo-3-(pyrrolidin-3-yl)-2,3-dihydro-1H-imidazo[4,5-b]pyridin-1-yl)-[1,1'-biphenyl]-4-carboxylic acid methyl ester hydrochloride